C(CCC)OC1=C(C=NC2=CC(=CC=C12)Cl)C(C(F)(F)F)=O 1-(4-butoxy-7-chloroquinolin-3-yl)-2,2,2-trifluoroethan-1-one